Benzo[cd]indole-2(1H)-one N1C(C2=C3C(C=CC=C13)=CC=C2)=O